P(=O)(OCCCN)(OCC1=CC=CC=C1)OCC1=CC=CC=C1 3-aminopropyl Dibenzyl Phosphate